[Sn].C(C)(C)(C)NCC(N)(C)C N'-t-butyl-1,1-dimethylethylenediamine tin